C[C@@H]1O[C@H](CN(C1)C1=CC=C(C(=N1)C)NC1CC2(C1)CC(C2)N)C N2-(6-((2S,6S)-2,6-dimethylmorpholino)-2-methylpyridin-3-yl)spiro[3.3]heptane-2,6-diamine